FC(C=O)(F)F 2,2,2-trifluoroethan-1-one